7-((1S)-1-(2-(amino-methyl)-6-oxo-5-oxa-7-azaspiro[3.4]octan-7-yl)ethyl)-3-(3-fluoro-4-((S-methylsulfonimidoyl)methyl)phenyl)-1H-indole-2-carboxylic acid NCC1CC2(C1)OC(N(C2)[C@@H](C)C=2C=CC=C1C(=C(NC21)C(=O)O)C2=CC(=C(C=C2)CS(=O)(=N)C)F)=O